C(\C=C\C(=O)OC)(=O)OCC(N(CC)CC)=O (N,N-diethylcarbamoyl)methyl methyl (2E)-but-2-ene-1,4-dioate